sulfur ammonia salt N.[S]